ethyl (4R)-4-((tert-butoxycarbonyl)amino)-2-cyano-2-cyclopropylhexanoate C(C)(C)(C)OC(=O)N[C@@H](CC(C(=O)OCC)(C1CC1)C#N)CC